2,2'-bis(4-hydroxybutoxy)-1,1'-binaphthyl OCCCCOC1=C(C2=CC=CC=C2C=C1)C1=C(C=CC2=CC=CC=C12)OCCCCO